N-(5-(2-(2-azabicyclo[3.1.0]hexan-2-yl)acetamido)-2-methylpyridin-3-yl)-2-(1-methyl-1H-pyrazol-4-yl)-1H-pyrrolo[2,3-b]pyridine-5-carboxamide C12N(CCC2C1)CC(=O)NC=1C=C(C(=NC1)C)NC(=O)C=1C=C2C(=NC1)NC(=C2)C=2C=NN(C2)C